OCCN1CCN(CC1)CCNC=C1C(CC(CC1=O)COC1=CC=CC=C1)=O 2-(((2-(4-(2-hydroxyethyl)piperazin-1-yl)ethyl)amino)methylene)-5-(phenoxymethyl)cyclohexane-1,3-dione